O=C1NC(CCC1N1C(C2=CC(=C(C=C2C1)CN1CCC(CC1)N1N=C2C=C(C(=CC2=C1)NC(C1=NC(=CC=C1)C(F)(F)F)=O)C(C)(C)O)F)=O)=O N-(2-(1-((2-(2,6-dioxopiperidin-3-yl)-6-fluoro-1-oxoisoindolin-5-yl)methyl)piperidin-4-yl)-6-(2-hydroxypropan-2-yl)-2H-indazol-5-yl)-6-(trifluoromethyl)picolinamide